I.[Na] sodium hydroiodic acid